N-(4-(2-((2-chloro-6-fluoroquinolin-4-yl)amino)ethyl)phenyl)methanesulfonamide ClC1=NC2=CC=C(C=C2C(=C1)NCCC1=CC=C(C=C1)NS(=O)(=O)C)F